5-(3,5-difluorobenzyl)-3-(2-(6-methylpyridin-2-yl)vinyl)-1H-indazole FC=1C=C(CC=2C=C3C(=NNC3=CC2)C=CC2=NC(=CC=C2)C)C=C(C1)F